FC(OC=1C=C(C=CC1)C(C)C1=CC=2NC3=CC=CC=C3SC2C=C1)(F)F 2-(1-(3-(trifluoromethoxy)phenyl)ethyl)-10H-phenothiazine